2-(4-cyclopropyl-6-methoxypyrimidin-5-yl)-6-((4-(1-methyl-4-(trifluoromethyl)-1H-imidazol-2-yl)benzyl)oxy)-7H-purine C1(CC1)C1=NC=NC(=C1C1=NC(=C2NC=NC2=N1)OCC1=CC=C(C=C1)C=1N(C=C(N1)C(F)(F)F)C)OC